N1=CC=C(C=C1)C=1N=C(C2=C(N1)C=NC=C2O)N2CCC1(CCNC1)CC2 2-(pyridin-4-yl)-4-(2,8-diazaspiro[4.5]decan-8-yl)pyrido[3,4-d]pyrimidin-5-ol